(6aR)-8-acryloyl-4-chloro-3-(2-fluoro-6-hydroxyphenyl)-1-(((R)-1-phenylethyl)amino)-6,6a,7,8,9,10-hexahydro-12H-pyrazino[2,1-c]pyrido[3,4-f][1,4]oxazepin-12-one C(C=C)(=O)N1C[C@@H]2COC3=C(C(N2CC1)=O)C(=NC(=C3Cl)C3=C(C=CC=C3O)F)N[C@H](C)C3=CC=CC=C3